CN1C(=NC(=C1)C(F)(F)F)C1CCC(CC1)C(=O)OCC ethyl (1R,4R)-4-(1-methyl-4-(trifluoromethyl)-1H-imidazol-2-yl)cyclohexane-1-carboxylate